C(C)N1C(=NC2=NC(=CC=C21)C#CC2=NN(C(=C2C(=O)N)NC)[C@@H]2CN([C@H](C2)COC)C(C=C)=O)C 3-(2-[1-ethyl-2-methylimidazo[4,5-b]pyridin-5-yl]ethynyl)-1-[(3s,5r)-5-(methoxymethyl)-1-(prop-2-enoyl)pyrrolidin-3-yl]-5-(methylamino)pyrazole-4-carboxamide